6-(6-methoxy-5-{[(1s,2r)-2-phenylcyclopropyl]carbamoyl}pyridin-3-yl)-N-methyl-1H-indazole-3-carboxamide COC1=C(C=C(C=N1)C1=CC=C2C(=NNC2=C1)C(=O)NC)C(N[C@@H]1[C@H](C1)C1=CC=CC=C1)=O